OC=1C=C(C=CC1)C1(OC2=C(C(=C1)C)C=C(C=C2)O)C2=CC=C(C=C2)OC[C@H](C)N2C[C@@H](CC2)C (3-hydroxyphenyl)-4-methyl-2-(4-((S)-2-((R)-3-methylpyrrolidin-1-yl)propoxy)phenyl)-2H-benzopyran-6-ol